COC1=C(C=C(C=C1)C12CCC(CC1)(CC2)CNC2=NC=CC(=C2)C=2C=NN(C2)C(C)(C)CC)C N-((4-(4-methoxy-3-methylphenyl)bicyclo[2.2.2]oct-1-yl)methyl)-4-(1-(tert-amyl)-1H-pyrazol-4-yl)pyridin-2-amine